1-iodo-2-[2-(2-fluoroethoxy)ethoxy]ethane trans-tert-butyl-(4-((5-fluoro-4-(3-(2-oxo-1,3-oxazinan-3-yl)phenyl)pyrimidin-2-yl)amino)cyclohexyl)carbamate C(C)(C)(C)N(C(O)=O)[C@@H]1CC[C@H](CC1)NC1=NC=C(C(=N1)C1=CC(=CC=C1)N1C(OCCC1)=O)F.ICCOCCOCCF